trisEthylamine C(C)N(CC)CC